CC1N(C(C2=CC=CC(=C12)C)=O)CC1=CC2=C(NC(O2)=O)C=C1 6-((3,4-dimethyl-1-oxoisoindolin-2-yl)methyl)benzo[d]oxazol-2(3H)-one